3-(3-methyl-4-(quinoxalin-2-yl)-1H-pyrazol-1-yl)cyclobutane-1-carboxylic acid methyl ester COC(=O)C1CC(C1)N1N=C(C(=C1)C1=NC2=CC=CC=C2N=C1)C